NC=1C(=C(C=CC1)OC1=C(C(=CC=C1)N)OC1=CC=CC=C1)OC1=CC=CC=C1 di(aminophenoxyphenyl) ether